C(=O)(O)CN1CCN2CCCN(CCN(CCC1)CC2)CC(=O)O bis(carboxymethyl)-1,4,8,11-tetraazabicyclo[6.6.2]Hexadecane